C(C)OC=1C=NC=C(C1)B(O)O 3-ethoxy-5-pyridineboronic acid